N-(2-phenylethyl)piperidine-4-carboxamide C1CNCCC1C(=O)NCCC2=CC=CC=C2